C1(CC1)OC1=C(C(=C(C(=C1F)F)F)F)S(=O)(=O)N(CC#C)C1=CC(=C(C=C1)OCC#C)F Cyclopropoxy-3,4,5,6-tetrafluoro-N-(3-fluoro-4-(prop-2-yn-1-yloxy)phenyl)-N-(prop-2-yn-1-yl)benzenesulfonamide